C1(=CC=CC=C1)C[C@@H](C(=O)NC1=CC=C(C=C1)S(=O)(=O)Cl)NC(C1=NC=CC=C1)=O (S)-4-(3-phenyl-2-(picolinamido)propionamido)benzene-1-sulfonyl chloride